n-hexylammonium C(CCCCC)[NH3+]